Cl.NC/C(/CN1N=CN(C1=O)C1=CC(=CC=C1)C1=CC2=C(OCO2)C=C1)=C/F 2-[(2Z)-2-(aminomethyl)-3-fluoroprop-2-en-1-yl]-4-[3-(1,3-benzodioxol-5-yl)phenyl]-2,4-dihydro-3H-1,2,4-triazol-3-one hydrochloride